N[C@H](C(=O)NC=1SC=C(N1)C1=CC(=CC=C1)C1=CC=NC=C1)COC (S)-2-amino-3-methoxy-N-(4-(3-(pyridin-4-yl)phenyl)thiazol-2-yl)propanamide